OCCN(CCO)CCCCCCO[Si](OC(OCC(SCCCCCCCCCC)CCCCCCCC)CCCCCCCCCCCCCCC)(C)C 3-(2-hydroxyethyl)-11,11-dimethyl-16-octyl-13-pentadecyl-10,12,14-trioxa-17-thia-3-aza-11-silaheptacosan-1-ol